N-(furan-2-ylmethyl)quinolin-4-amine O1C(=CC=C1)CNC1=CC=NC2=CC=CC=C12